[(1s)-1-(carboxymethyl)-2-oxo-3-(2,3,5,6-tetrafluorophenoxy)propyl]-L-alaninamide C(=O)(O)C[C@@H](C(COC1=C(C(=CC(=C1F)F)F)F)=O)N[C@@H](C)C(=O)N